BrC1=C(C=C(C=C1)F)C(CCC=C)NS(=O)C(C)(C)C N-(1-(2-bromo-5-fluorophenyl)pent-4-en-1-yl)-2-methylpropane-2-sulfinamide